2,3-dihydro-5-methoxy-2-[(4-trifluoromethoxyphenyl)methylene]-1H-indenone COC=1C=C2CC(C(C2=CC1)=O)=CC1=CC=C(C=C1)OC(F)(F)F